Butyl (2S)-2-{[(1S)-1-cyano-2-{3'-[(methylsulfonyl)oxy]biphenyl-4-yl}ethyl]carbamoyl}-1,4-oxazepane-4-carboxylate C(#N)[C@H](CC1=CC=C(C=C1)C1=CC(=CC=C1)OS(=O)(=O)C)NC(=O)[C@H]1OCCCN(C1)C(=O)OCCCC